C(C)(C)OC=1C(=CC=2C(N1)=NN(C2)CCCOC)C(=O)OC methyl 6-isopropoxy-2-(3-methoxypropyl)-2H-pyrazolo[3,4-b]pyridine-5-carboxylate